2-(5-(3,5-dichlorophenyl)-5-(trifluoromethyl)-4,5-dihydroisoxazol-3-yl)-N-(pentan-3-yl)-2,3-dihydro-1H-pyrrolo[3,4-c]pyridine-6-carboxamide ClC=1C=C(C=C(C1)Cl)C1(CC(=NO1)N1CC=2C=NC(=CC2C1)C(=O)NC(CC)CC)C(F)(F)F